N[C@@]1(CN(CC1)C1=C(C=NC(=C1C1=CC(=CC(=C1)F)F)C#N)C(=O)NCC(C)C)C 4-[(3S)-3-amino-3-methylpyrrolidin-1-yl]-6-cyano-5-(3,5-difluorophenyl)-N-(2-methylpropyl)pyridine-3-carboxamide